(2-fluorophenyl)-[2,4'-bithiazole]-2'-amine FC1=C(C=CC=C1)C=1N=C(SC1)C=1N=C(SC1)N